C(C)(C)(C)C=1C=C(CP(OCCCCCCCCCCCCCCCCCC)(OCCCCCCCCCCCCCCCCCC)=O)C=C(C1O)C(C)(C)C di-n-octadecyl (3,5-di-tert-butyl-4-hydroxybenzyl)phosphonate